CN1CC(C2=CC=C(C=C12)NC1=CC=C(C=C1)N1CCC(CC1)C)(C)C 1,3,3-trimethyl-N-(4-(4-methylpiperidin-1-yl)phenyl)indolin-6-amine